Dimethoxy-benzoate COC=1C(=C(C(=O)[O-])C=CC1)OC